C[Si](O[Si]O[Si](C)(C)C)(C)C bis(trimethylsiloxy)silicon